C(C(C)N)N 1,2-Propanediamine